COC1=CC=C(C=C1)CN(S(=O)(=O)CCN1CC(C1)C(=O)OCC1=CC=CC=C1)CC1=CC=C(C=C1)OC benzyl 1-[2-[bis[(4-methoxyphenyl)methyl]sulfamoyl]ethyl]azetidine-3-carboxylate